N1N2C(=CC(=C1)C(=O)N)CCC2 1,5,6,7-tetrahydropyrrolo[1,2-b]pyridazine-3-carboxamide